tert-butyl 3-(6-((2-(1-(cyclopropylsulfonyl)-1H-pyrazol-4-yl)pyrimidin-4-yl)amino)-4-(isopropylamino)nicotinamido)pyrrolidine-1-carboxylate C1(CC1)S(=O)(=O)N1N=CC(=C1)C1=NC=CC(=N1)NC1=NC=C(C(=O)NC2CN(CC2)C(=O)OC(C)(C)C)C(=C1)NC(C)C